C(C1=CC=CC=C1)C([C@H](N)C(=O)[O-])C(=O)[O-] 3-Benzyl-L-Aspartate